C(C)OC(=O)C=1C(=C(N2C=C(C(=C2C1)C(C)C)C=1N(C=CN1)C)C(C)N1CCOCC1)C isopropyl-6-methyl-2-(1-methyl-1H-imidazol-2-yl)-5-(1-morpholinoethyl)indolizine-7-carboxylic acid ethyl ester